(5-amino-1-{6-[(2,6-difluorophenyl)oxy]-4-methylpyridin-3-yl}pyrazol-4-yl)[6-(2-hydroxyethyl)-6,7,8,9-tetrahydro-3H-pyrrolo[3,2-f]quinolin-2-yl]methanone NC1=C(C=NN1C=1C=NC(=CC1C)OC1=C(C=CC=C1F)F)C(=O)C1=CC2=C3CCCN(C3=CC=C2N1)CCO